CCCCCCCCCCCCCCCCCCCCC(=O)O[C@H](COC(=O)CC/C=C\C/C=C\C/C=C\C/C=C\C/C=C\C/C=C\CC)COP(=O)(O)OC[C@@H](C(=O)O)N 1-(4Z,7Z,10Z,13Z,16Z,19Z-docosahexaenoyl)-2-heneicosanoyl-glycero-3-phosphoserine